NC1CN(CC1)C1=NC(=CC(=N1)N1CC=2C(=NC=CC2C1=O)C1=C2C(=CN=C1)N(C=C2)C)C 2-(2-(3-aminopyrrolidin-1-yl)-6-methylpyrimidin-4-yl)-4-(1-methyl-1H-pyrrolo[2,3-c]pyridin-4-yl)-2,3-dihydro-1H-pyrrolo[3,4-c]pyridin-1-one